C(C1=CC=CC=C1)OCC[C@@H]1CNC(C=2N1N=C(C2)C2=CC=C(C=C2)F)=O |r| (7RS)-7-[2-(benzyloxy)ethyl]-2-(4-fluorophenyl)-6,7-dihydropyrazolo[1,5-a]pyrazin-4(5H)-one